ClC=1C=C(C=CC1F)NC(N(C)[C@H](C)C1=CNC(C2=CC(=CC=C12)F)=O)=O (R)-3-(3-chloro-4-fluorophenyl)-1-(1-(7-fluoro-1-oxo-1,2-dihydroisoquinolin-4-yl)ethyl)-1-methylurea